[Br-].OC1=C(C=CC=C1)NCCCCC[P+](C1=CC=CC=C1)(C1=CC=CC=C1)C1=CC=CC=C1 (5-((2-Hydroxyphenyl)amino)pentyl)triphenylphosphonium bromid